FC(CSC=1C=C(C=CC1)NC(OC(C)(C)C)=O)(F)F tert-butyl (3-((2,2,2-trifluoroethyl)thio)phenyl)carbamate